COC(C(C=O)C=1OC=C(C1)C1=COC2=C1C=CC=C2)=O (4-(benzofuran-3-yl)furan-2-yl)-3-oxopropanoic acid methyl ester